6-chloro-N-[(1R)-1-(3-{1,1-difluoro-2-methyl-2-[(triethylsilyl)oxy]propyl}-2-fluorophenyl)ethyl]-2-methylpyrido[3,4-d]pyrimidin-4-amine ClC1=CC2=C(N=C(N=C2N[C@H](C)C2=C(C(=CC=C2)C(C(C)(O[Si](CC)(CC)CC)C)(F)F)F)C)C=N1